N1C(=NC=C1)C=1C=C(SC1)[C@@H](C)NC(=O)[C@H]1N(C[C@@H](C1)OC(F)F)C(CNC(C1=CC=C(C=C1)OC1=CC=C(C=C1)F)=O)=O (2S,4R)-N-((R)-1-(4-(1H-imidazol-2-yl)thiophen-2-yl)ethyl)-4-(difluoromethoxy)-1-((4-(4-fluorophenoxy)benzoyl)glycyl)pyrrolidine-2-carboxamide